5-(1-cyclopropylethyl)-1,3,4-oxadiazol C1(CC1)C(C)C1=NN=CO1